C(C)(C)(C)OC(=O)N(C)CC1=CC(=C(C(=C1)C(F)(F)F)C=1C=C2C(=CN1)N(N=C2I)C(=O)OC(C)(C)C)F tert-Butyl 5-(4-((tert-butoxycarbonyl(methyl)amino)methyl)-2-fluoro-6-(trifluoromethyl)phenyl)-3-iodo-1H-pyrazolo[3,4-c]pyridine-1-carboxylate